(4-(6-((1-(2-chloro-4-cyclopropylbenzyl)-4-hydroxypiperidin-4-yl)methyl)-2-methyl-7-oxo-6,7-dihydro-2H-pyrazolo[4,3-d]pyrimidin-3-yl)benzyl)carbamic acid tert-butyl ester C(C)(C)(C)OC(NCC1=CC=C(C=C1)C=1N(N=C2C1N=CN(C2=O)CC2(CCN(CC2)CC2=C(C=C(C=C2)C2CC2)Cl)O)C)=O